bisphenyl-phosphoranylideneammonium chloride [Cl-].C1(=CC=CC=C1)[N+](=[PH3])C1=CC=CC=C1